FC(C1=NN=C(O1)C=1C=CC(=NC1)CN1C(C2=C(C=CC=C2C(C1=O)(C)C)N1CCOCC1)=O)F 2-((5-(5-(difluoromethyl)-1,3,4-oxadiazole-2-yl)pyridine-2-yl)methyl)-4,4-dimethyl-8-morpholinoisoquinoline-1,3(2H,4H)-dione